NC[C@H]1CN(CC1)C(=O)NC1=NC2=C(N1)C(=CC=C2C=2C=NN(C2)C)OC (3S)-3-(aminomethyl)-N-[7-methoxy-4-(1-methyl-1H-pyrazol-4-yl)-1H-1,3-benzodiazol-2-yl]pyrrolidine-1-carboxamide